(R)-3-(2-amino-3-(3-(4-amino-2-(ethoxymethyl)-1H-imidazo[4,5-c]quinolin-1-yl)propyl amino)-3-oxopropylthio)propane-1,2-diyl dipalmitate C(CCCCCCCCCCCCCCC)(=O)OC[C@H](CSCC(C(=O)NCCCN1C(=NC=2C(=NC=3C=CC=CC3C21)N)COCC)N)OC(CCCCCCCCCCCCCCC)=O